(4-chlorophenyl)-3-(1-(3-fluoro-2'-(methylsulfonyl)-[1,1'-biphenyl]-4-yl)-2-oxopiperidin-3-yl)urea ClC1=CC=C(C=C1)NC(=O)NC1C(N(CCC1)C1=C(C=C(C=C1)C1=C(C=CC=C1)S(=O)(=O)C)F)=O